methyl N-(1,4-diazepane-1-carbonyl)-N-methyl-L-valinate N1(CCNCCC1)C(=O)N([C@@H](C(C)C)C(=O)OC)C